2',4'-Dihydroxychalcone OC1=C(C(/C=C/C2=CC=CC=C2)=O)C=CC(=C1)O